(4aS,9aR)-6-fluoro-7-(trifluoromethoxy)-2,3,4,4a,9,9a-hexahydroindeno[2,1-b][1,4]oxazine hydrochloride Cl.FC=1C(=CC=2C[C@H]3OCCN[C@H]3C2C1)OC(F)(F)F